Cl[Ru-2](=C1N(CCN1C1=C(C=C(C=C1C)C)C)C1=C(C=C(C=C1C)C)C)Cl dichloro[1,3-bis(2,4,6-trimethylphenyl)-2-imidazolidinylidene]ruthenium (II)